perfluorooctadecanecarboxylic acid FC(C(C(C(C(C(C(C(C(C(C(C(C(C(C(C(C(C(F)(F)F)(F)F)(F)F)(F)F)(F)F)(F)F)(F)F)(F)F)(F)F)(F)F)(F)F)(F)F)(F)F)(F)F)(F)F)(F)F)(F)F)(C(=O)O)F